4-((4,6-dichloro-1,3,5-triazin-2-yl)amino)benzenesulfonamide ClC1=NC(=NC(=N1)Cl)NC1=CC=C(C=C1)S(=O)(=O)N